propyl-3-ethylcarbodiimide hydrochloride Cl.C(CC)N=C=NCC